NC1=CC=C(C=N1)C=1C=2C3=C(NC2C(=C(C1)Cl)Cl)CCN([C@@H]3C)C(=O)C3=NC=C(C=N3)OC (R)-(9-(6-aminopyridin-3-yl)-6,7-dichloro-1-methyl-1,3,4,5-tetrahydro-2H-pyrido[4,3-b]indol-2-yl)(5-methoxypyrimidin-2-yl)methanone